4-((R or S)-1-(((S)-((S)-7-(1-methyl-1H-pyrazol-4-yl)-1,2,3,4-tetrahydropyrido[2,3-b]pyrazin-3-yl)(phenyl)methyl)amino)propan-2-yl)benzonitrile diformate C(=O)O.C(=O)O.CN1N=CC(=C1)C1=CC2=C(N[C@@H](CN2)[C@H](C2=CC=CC=C2)NC[C@H](C)C2=CC=C(C#N)C=C2)N=C1 |o1:29|